2,5-dimethyl-1-phenylpyrrole-3-carboxylic acid CC=1N(C(=CC1C(=O)O)C)C1=CC=CC=C1